OC1=CC=C(C=C1)C1(CC(=C(C=C1)O)OC)OC 4-(4-hydroxyphenyl)2-methoxy-4-methoxyphenol